FC1=C(C=CC(=C1OC)OC)C(C)=O 1-(2-fluoro-3,4-dimethoxyphenyl)ethan-1-one